2-(6-amino-2,3-dihydrofuro[3,2-g]quinolin-7-yl)propan-2-ol NC=1C(=NC2=CC3=C(C=C2C1)CCO3)C(C)(C)O